C1CC12C1(CC1)C2CC#N 2-(dispiro[2.0.24.13]heptan-7-yl)acetonitrile